(1R,4r)-1-methyl-4-((R)-4-methyl-3-((S)-1,1,1-trifluoro-2-hydroxypropan-2-yl)-4,5-dihydro-7H-isoxazolo[5,4-e]indazol-7-yl)cyclohexan-1-ol CC1(CCC(CC1)N1N=C2C[C@H](C3=C(C2=C1)ON=C3[C@](C(F)(F)F)(C)O)C)O